C(C1=CC=CC=C1)C(C(=O)NC=1C=NC2=C(C=CC=C2C1)F)CC1(CC1)C 2-benzyl-N-(8-fluoro-3-quinolyl)-3-(1-methylcyclopropyl)propanamide